bis(2-nitrobenzyloxy)diphenylsilane [N+](=O)([O-])C1=C(CO[Si](C2=CC=CC=C2)(C2=CC=CC=C2)OCC2=C(C=CC=C2)[N+](=O)[O-])C=CC=C1